O[C@](C1(CNC1)C)(C=1C=NC=C(C1)C1=NOC(=N1)C)C1=CC=C(C=C1)C(C)C 3-{(R)-Hydroxy-(4-isopropyl-phenyl)-[5-(5-methyl-[1,2,4]oxadiazol-3-yl)-pyridin-3-yl]-methyl}-3-methyl-azetidine